BrC=1C2=C(N(N=C2C=CC1)C)CCCCl 4-bromo-3-(3-chloropropyl)-2-methyl-2H-indazole